3-(4-aminophenyl)-N-{6-[(2-aminophenyl)amino]-6-oxohexyl}-1H-pyrazole-5-carboxamide NC1=CC=C(C=C1)C1=NNC(=C1)C(=O)NCCCCCC(=O)NC1=C(C=CC=C1)N